o-methylphenol N,N-diisooctylaminoacetate C(CCCCC(C)C)N(CCCCCC(C)C)CC(=O)OC1=C(C=CC=C1)C